4-(6-bromo-1H-indol-2-yl)-5-hydroxy-N-methoxy-2-carbonyl-5-pentyl-2,5-dihydrofuran-3-carboxamide BrC1=CC=C2C=C(NC2=C1)C1=C(C(OC1(CCCCC)O)=C=O)C(=O)NOC